(4S,5R)-1-(azetidin-3-yl)-4-(2,3-dichloro-6-hydroxyphenyl)-5-methylpyrrolidin-2-one N1CC(C1)N1C(C[C@H]([C@H]1C)C1=C(C(=CC=C1O)Cl)Cl)=O